(4-hydroxy-3-methoxy-phenyl)acetic acid phenylpropyl ester C1(=CC=CC=C1)CCCOC(CC1=CC(=C(C=C1)O)OC)=O